methyl N-[5-({4-[(2S)-2-[(4-{3-[(dimethylamino)methyl]phenyl}thiophen-2-yl)formamido]propyl]piperazin-1-yl} sulfonyl)-4-methyl-1,3-thiazol-2-yl]carbamate CN(C)CC=1C=C(C=CC1)C=1C=C(SC1)C(=O)N[C@H](CN1CCN(CC1)S(=O)(=O)C1=C(N=C(S1)NC(OC)=O)C)C